[N+](=O)([O-])C1=NN(C=C1C=1C=C2CCNC(C2=CC1)=O)C=1C=C(C=CC1)NC(\C=C\C)=O (E)-N-(3-(3-nitro-4-(1-oxo-1,2,3,4-tetrahydroisoquinolin-6-yl)-1H-pyrazol-1-yl)phenyl)but-2-enamide